2-chloro-1-(4-methylpiperazin-1-yl)ethanone hydrochloride Cl.ClCC(=O)N1CCN(CC1)C